S1C2=C(C=C1)C(=CC=C2)N2CCC(CC2)CCC2(CC1=C(N=C(S1)N)CC2)N 6-(2-(1-(benzo[b]thiophen-4-yl)piperidin-4-yl)ethyl)-4,5,6,7-tetrahydrobenzo[D]thiazole-2,6-diamine